C5-isoindolinone C1NCC=2CC(C=CC12)=O